C(C(=C)C)(=O)OCCNC(=O)CCSCCC(NCCOC(C(=C)C)=O)=O 2-[2-methacryloyloxyethylcarbamoyl]ethylsulfid